C1(CC1)[C@@]1(C(N(C[C@@H]1CC)C=1C=2N(N=CC1)C=C(C2)C=2C=NN(C2)C)=O)C#N (3S,4R)-3-cyclopropyl-4-ethyl-1-[6-(1-methylpyrazol-4-yl)pyrrolo[1,2-b]pyridazin-4-yl]-2-oxopyrrolidine-3-carbonitrile